Cl.ClC1=C(C=CC(=C1)C(F)(F)F)NC(CN1C2=C(C(C(=C1CC)N1CCNCC1)=O)N=C(S2)C2=CC(=NC=C2)OC)=O N-(2-chloro-4-(trifluoromethyl)phenyl)-2-(5-ethyl-2-(2-methoxypyridin-4-yl)-7-oxo-6-(piperazin-1-yl)thiazolo[5,4-b]pyridin-4(7H)-yl)acetamide hydrochloride